C1(CC1)C=1OC2=C(C1)C(=CC=C2OC)C=2N=C(C(=NC2)C)C 5-(2-cyclopropyl-7-methoxybenzofuran-4-yl)-2,3-dimethylpyrazine